N-(2-((2-(7-chloro-2-methoxyquinoxalin-5-yl)-4-methylbenzo[d]thiazol-6-yl)oxy)ethyl)-4-fluorobenzenesulfonamide ClC1=CC(=C2N=CC(=NC2=C1)OC)C=1SC2=C(N1)C(=CC(=C2)OCCNS(=O)(=O)C2=CC=C(C=C2)F)C